NC1=C(C=C(C(=O)O)C=C1NC[C@H]1OCC1)OC.OCC(C=C)NC1=CC=C(C=C1)C(C)=O 1-[4-(1-hydroxybut-3-en-2-yl)aminophenyl]ethanone (S)-4-amino-3-methoxy-5-((oxetan-2-ylmethyl)amino)benzoate